1-stearoyl-2-hydroxy-sn-glycero-3-phosphate C(CCCCCCCCCCCCCCCCC)(=O)OC[C@@H](OO)COP(=O)(O)O